C(C)(C)(C)C1=CC=C(C=C1)CC(CC(=O)OCC)=O ethyl 4-tert-butylphenylacetoacetate